hydroxyγ-linolenic acid OC(C(=O)O)CCC\C=C/C\C=C/C\C=C/CCCCC